C(C)OC(C(CC1=NC(=CC(=N1)Cl)OCC=1N=C2N(C=C(C=C2)C2CC2)C1)(C)C)=O.C(C)(C)(C)OOC(C)CCC(C)OOC(C)(C)C 2,5-di-(t-butylperoxy)hexane ethyl-3-(4-chloro-6-((6-cyclopropylimidazo[1,2-a]pyridin-2-yl)methoxy)pyrimidin-2-yl)-2,2-dimethylpropanoate